4,5-dihydro-2-methyl-furan CC=1OCCC1